(R)-4-((1S,6R)-5-((S)-2-(4-chlorophenyl)-3-(isopropylamino)propionyl)-2,5-diazabicyclo[4.1.0]heptan-2-yl)-5-methyl-5,8-dihydropyrido[2,3-d]pyrimidin-7(6H)-one monofumarate hydrate O.C(\C=C\C(=O)O)(=O)O.ClC1=CC=C(C=C1)[C@H](C(=O)N1CCN([C@H]2C[C@@H]12)C=1C2=C(N=CN1)NC(C[C@H]2C)=O)CNC(C)C